FC1=C(CN2C=NN(C2=O)C2=CC(=C(OC3=C(N=C(S3)C(C(=O)N)(F)F)C)C=C2)F)C(=CC=C1)F 2-(5-(4-(4-(2,6-Difluorobenzyl)-5-oxo-4,5-dihydro-1H-1,2,4-triazol-1-yl)-2-fluorophenoxy)-4-methylthiazol-2-yl)-2,2-difluoroacetamide